BrC=1C(=CC=2C3=C(C(=NC2C1F)SC)N=CN3[C@@H]3C[C@H](N(CC3)C(=O)OC(C)(C)C)CC(=O)O)Cl 2-((2S,4S)-4-(7-bromo-8-chloro-6-fluoro-4-(methylthio)-1H-imidazo[4,5-c]quinolin-1-yl)-1-(tert-butoxycarbonyl)piperidin-2-yl)acetic acid